C(C=C)OC1=CC=C(C(=O)OC2=CC=C(C=C2)C2=CC=C(C=C2)OC(CCCCCC)=O)C=C1 4-(4-allyloxybenzoyloxy)-4'-(heptanoyloxy)-1,1'-biphenyl